5-FLUORO-1-METHYL-1H-INDAZOLE-6-BORONIC ACID FC=1C=C2C=NN(C2=CC1B(O)O)C